tetramethoxyethyl-2,4-diamino-1,3,5-triazine COC(C(OC)(OC)OC)C1=NC(=NC(=N1)N)N